ClC1=CC=C(COC2=NC=C(C(=N2)OCC[Si](C)(C)C)C#CC(=C)C(F)(F)F)C=C1 ((4-chlorobenzyl)oxy)-5-(3-(trifluoromethyl)but-3-en-1-yn-1-yl)-4-(2-(trimethylsilyl)ethoxy)pyrimidine